FC(OC1=C(C(=O)N[C@H]2[C@H](C2)F)C(=CC(=C1)C=1C=NN2C1N=CC(=C2)O[C@H](C)C(C)(C)O)OC)F 2-(difluoromethoxy)-N-[(1R,2S)-2-fluorocyclopropyl]-4-[6-[(2R)-3-hydroxy-3-methylbutan-2-yl]oxypyrazolo[1,5-a]pyrimidin-3-yl]-6-methoxybenzamide